(E)-3-(5-Methyl-thiazol-2-ylcarbamoyl)-acrylic acid ethyl ester C(C)OC(\C=C\C(NC=1SC(=CN1)C)=O)=O